(1S)-1-[1-(5-Chloropyrimidin-2-yl)-3-methoxy-1H-1,2,4-triazol-5-yl]ethanamine ClC=1C=NC(=NC1)N1N=C(N=C1[C@H](C)N)OC